6-(chloromethyl)-2-methyl-1,3-benzothiazole ClCC1=CC2=C(N=C(S2)C)C=C1